C(C1=CC=CC=C1)OC([C@@H](NC(CNC(=O)OCC1C2=CC=CC(=C2C=2C=CC=CC12)C(C)(C)C)=O)CCC(=O)O)=O 5-(tert-butyl)(((9H-fluoren-9-yl)methoxy)carbonyl)glycyl-L-glutamic acid 1-benzyl ester